OC(COC1=CC(=C(C=C1)C1=NC(=NC(=N1)C1=C(C=C(C=C1)C)C)C1=C(C=C(C=C1)C)C)O)COCCCCCCCCCCCCC 2-[4-[(2-hydroxy-3-tridecyloxypropyl)oxy]-2-hydroxyphenyl]-4,6-bis(2,4-xylyl)-1,3,5-triazine